C(#N)C1(COCC1)C1=CC=C(C=C1)C(C(=O)OCC)C(C)C (±)-ethyl 2-[4-(3-cyanotetrahydrofuran-3-yl)phenyl]-3-methyl-butanoate